[Ag].[Ag].[Ag].C(CC(O)(C(=O)O)CC(=O)O)(=O)O citric acid trisilver